4-iodo-1-(trityl)imidazole IC=1N=CN(C1)C(C1=CC=CC=C1)(C1=CC=CC=C1)C1=CC=CC=C1